FC1(CNC1)CO 3-fluoro-3-hydroxymethylazetidine